2-chloro-1,3-benzenediol ClC1=C(C=CC=C1O)O